FC1=C(C=CC(=C1)F)S(=O)(=O)N1CCOC2(CCN(C2)C2CCOCC2)C1 9-((2,4-Difluorophenyl)sulfonyl)-2-(tetrahydro-2H-pyran-4-yl)-6-oxa-2,9-diazaspiro[4.5]decane